C(=O)(O)C(O)C(O)C(=O)O.C(C)(C)NC[C@H](COC1=CC=C(C=C1)CCOC)O |r| (±)-1-(Isopropylamino)-3-[p-(β-methoxyethyl)phenoxy]-2-propanol (+)-tartrate salt